CN(C1=CC=C(C=C1)N=NCC1=CC=C(C=C1)S(=O)(=O)O)C 4-(4-dimethylaminophenyl)azomethylbenzenesulfonic acid